Racemic-(3R,4R)-4-((8-bromo-6-(difluoromethyl)quinazolin-2-yl)amino)-1-(methylsulfonyl)piperidin-3-ol BrC=1C=C(C=C2C=NC(=NC12)N[C@H]1[C@@H](CN(CC1)S(=O)(=O)C)O)C(F)F |r|